Cl.Cl.N[C@H]1C[C@H](C1)NC1=NC=2N([C@H](C(NC2C(=N1)C)=O)C(C)C)C (7S)-2-((cis-3-aminocyclobutyl)amino)-7-isopropyl-4,8-dimethyl-7,8-dihydropteridin-6(5H)-one dihydrochloride